(4R)-4-(aminomethyl)-N-(4-chlorophenyl)-N-methyl-3,4-dihydro-2H-1-benzopyran-7-amine NC[C@@H]1CCOC2=C1C=CC(=C2)N(C)C2=CC=C(C=C2)Cl